FC=1C(=C(C=CC1F)[C@H]1[C@H](O[C@]([C@@H]1C)(C(F)(F)F)C)C(=O)NC1=CC(=NC=C1F)C(=O)N)OC 4-[[(2S,3s,4r,5r)-3-(3,4-difluoro-2-methoxy-phenyl)-4,5-dimethyl-5-(trifluoromethyl)tetrahydrofuran-2-carbonyl]amino]-5-fluoro-pyridine-2-carboxamide